CC1=C(N=C(O1)C1CCN(CC1)C)NC1=NC=C(C(=N1)NCCCN1CCOCCC1=O)C(F)(F)F 4-(3-((2-((5-methyl-2-(1-methylpiperidin-4-yl)oxazol-4-yl)amino)-5-(trifluoromethyl)pyrimidin-4-yl)amino)propyl)-1,4-oxazepan-5-one